2-[3-(7-methyl-2,7-diazaspiro[3.5]non-2-yl)-1,2,4-triazin-6-yl]-5-(1-methyl-1H-pyrazolo[3,4-b]pyridin-5-yl)phenol CN1CCC2(CN(C2)C=2N=NC(=CN2)C2=C(C=C(C=C2)C=2C=C3C(=NC2)N(N=C3)C)O)CC1